3-methyl-3-tridecanol CC(CC)(CCCCCCCCCC)O